triethyl-amine hydrofluoride F.C(C)N(CC)CC